(2S,3S)-N-Methyl-3-phenyl-2-(phenylamino)butanamide CNC([C@H]([C@@H](C)C1=CC=CC=C1)NC1=CC=CC=C1)=O